CC=1OC(=CC1C(=O)NC1=NC(=NS1)CCl)C1=CC(=CC=C1)C#N 2-methyl-5-(3-cyanophenyl)-N-(3-(chloromethyl)-1,2,4-thiadiazol-5-yl)furan-3-carboxamide